3-Chloro-5-{6-[2-(7-fluoro-4-methoxy-2-methyl-indol-1-yl)-ethylamino]-pyrimidin-4-yl}-thiophen ClC1=CSC(=C1)C1=NC=NC(=C1)NCCN1C(=CC2=C(C=CC(=C12)F)OC)C